BrC1=CC=C(C=C1)C(C=1C=NC(=NC1)N1CC2CCC(C1)N2C(=O)OC(C)(C)C)O tert-butyl 3-(5-((4-bromophenyl)(hydroxy)methyl)pyrimidin-2-yl)-3,8-diazabicyclo[3.2.1]octane-8-carboxylate